O=C1C=2N(C=C(N1)C1=CC=C3C=CC=NC3=C1)N=C(C2)C(=O)N 4-oxo-6-(7-quinolyl)-5H-pyrazolo[1,5-a]pyrazine-2-carboxamide